NC=1N(N=C2N(C(N=CC21)=O)C=2C(=NC=CC2)C)C2CCCC2 amino-2-cyclopentyl-7-(2-methyl-3-pyridyl)pyrazolo[3,4-d]pyrimidin-6-one